C(=O)(OC)C1OCCC1 carbomethoxytetrahydrofuran